C(CCCCCCCCCCCCCCCCC)(=O)[O-].C(CCCCCCCCCCCCCCCCC)(=O)[O-].[Al+2] aluminium distearate